C(#N)CCN(C(=O)C1=C(OC=2C(=NC=NC2)N2CC3(C2)CCN(CC3)C[C@@H]3CC[C@H](CO3)NC(OC(C)(C)C)=O)C=CC(=C1)F)C(C)C tert-Butyl ((3R,6S)-6-((2-(5-(2-((2-cyanoethyl)(isopropyl)carbamoyl)-4-fluorophenoxy)pyrimidin-4-yl)-2,7-diazaspiro[3.5]nonan-7-yl)methyl)tetrahydro-2H-pyran-3-yl)carbamate